C1=CC=CC=2C3=CC=CC=C3C(C12)COC(=O)N[C@H](C(=O)O)CC=1C=CC2=C(SC(=C2)C#N)C1 (S)-2-((((9H-fluoren-9-yl)methoxy)carbonyl)amino)-3-(2-cyanobenzo[b]thiophen-6-yl)propanoic acid